N-[1-[5-bromo-2-[5-(2,2-difluoroethoxy)pyrimidin-2-yl]-1,2,4-triazol-3-yl]ethyl]-3-[cyclopropyl(difluoro)methyl]-5-(trifluoromethyl)benzamide BrC=1N=C(N(N1)C1=NC=C(C=N1)OCC(F)F)C(C)NC(C1=CC(=CC(=C1)C(F)(F)F)C(F)(F)C1CC1)=O